(S)-4-(6-cyclopropylpyridin-3-yl)-5-((2,2-difluorocyclopropyl)methyl)-2-(2-methyl-2H-indazol-5-yl)-3-oxo-3,5-dihydro-2H-pyrrolo[3,2-c]pyridazine-7-carbonitrile C1(CC1)C1=CC=C(C=N1)C1=C2C(=NN(C1=O)C1=CC3=CN(N=C3C=C1)C)C(=CN2C[C@H]2C(C2)(F)F)C#N